1-(cyclopropylmethyl)-1H-pyrrolo-[3,2-b]pyridine C1(CC1)CN1C=CC2=NC=CC=C21